(S)-N-(3-(2-((1S,6R)-3-oxabicyclo[4.1.0]heptan-6-yl)-6-(((R)-1-hydroxypropan-2-yl)amino)pyridin-4-yl)-4-methylphenyl)-3-(2,2,2-trifluoroethyl)pyrrolidine-1-carboxamide [C@H]12COCC[C@@]2(C1)C1=NC(=CC(=C1)C=1C=C(C=CC1C)NC(=O)N1C[C@@H](CC1)CC(F)(F)F)N[C@@H](CO)C